N-(6-(trifluoromethoxy)benzo[d]thiazol-2-yl)pyrrolidine-2-carboxamide FC(OC1=CC2=C(N=C(S2)NC(=O)C2NCCC2)C=C1)(F)F